3,5-dimethoxyphenylboric acid COC=1C=C(C=C(C1)OC)OB(O)O